pyridotriazinedione N=1N=NC(C=2C1C=CC(N2)=O)=O